(S)-2-((2-methoxyethyl)sulfonyl)-3-phenylisoxazolidine COCCS(=O)(=O)N1OCC[C@H]1C1=CC=CC=C1